CN(CCNCC1=C(N=C(S1)N)C1=CC=C(C=C1)F)C dimethyl-N'-(2-amino-4-(4-fluorophenyl)thiazol-5-yl-methyl)ethylenediamine